1-[(6-{5-azaspiro[2.3]hexan-5-yl}-2-(difluoromethyl)pyridin-3-yl)methyl]-1H-pyrazole-4-carboxylic acid C1CC12CN(C2)C2=CC=C(C(=N2)C(F)F)CN2N=CC(=C2)C(=O)O